ethyl 1-benzyl-1H-1,2,4-triazole-3-carboxylate C(C1=CC=CC=C1)N1N=C(N=C1)C(=O)OCC